CC=1N=C(SC1C1=NC=NC=C1)C1CCN(CC1)C(=O)C1=NC=NN1 [4-(4-methyl-5-pyrimidin-4-yl-1,3-thiazol-2-yl)piperidin-1-yl]-(1H-1,2,4-triazol-5-yl)methanone